1-phenanthryl-ethanethione C1(=CC=CC=2C3=CC=CC=C3C=CC12)C(C)=S